BrC=1C=C2C(N(C(=NC2=C(C1)\C(\C)=N\[S@](=O)C(C)(C)C)C1CCOCC1)C)=O (NE,R)-N-[1-(6-bromo-3-methyl-4-oxo-2-tetrahydropyran-4-yl-quinazolin-8-yl)ethylidene]-2-methyl-propane-2-sulfinamide